4-(2-aminoethyl)-5-chloro-1-(2,6-difluorobenzyl)-1H-pyrazole-3-Carboxylic acid NCCC=1C(=NN(C1Cl)CC1=C(C=CC=C1F)F)C(=O)O